C(C)(C)(C)OC(=O)N(C1=CC(=NC=2N1N=CC2C2CC2)N[C@@H]2CN(CC2)C(=O)OC(C)(C)C)CC2=CC=C(C=C2)C2=NC=CC=N2 tert-butyl (S)-3-((7-((tert-butoxycarbonyl)(4-(pyrimidin-2-yl)benzyl)amino)-3-cyclopropylpyrazolo[1,5-a]pyrimidin-5-yl)amino)pyrrolidine-1-carboxylate